ClC1=NC=CC=C1C(CCC(=O)O)C(=O)C1=C(C=CC=C1F)F 4-(2-chloropyridin-3-yl)-5-(2,6-difluorophenyl)-5-oxopentanoic acid